C(C=C)(=O)NCC(=O)NC=1C=C(C=CC1)NC1=NC=C(C=N1)NC(C1=C(C=CC(=C1)NC(C1=CC(=CC=C1)C(F)(F)F)=O)C)=O N-(2-((3-(2-acrylamidoacetamido)phenyl)amino)pyrimidin-5-yl)-2-methyl-5-(3-(trifluoromethyl)benzamido)benzamide